3-(3,5-Dichlorophenyl)-3-(5-(3-(5,6,7,8-tetrahydro-1,8-naphthyridin-2-yl)-propyl)-1H-indazol-1-yl)propanoic acid ClC=1C=C(C=C(C1)Cl)C(CC(=O)O)N1N=CC2=CC(=CC=C12)CCCC1=NC=2NCCCC2C=C1